trans-3-(cyclopentyl)-1-propenylboronic acid pinacol ester C1(CCCC1)C/C=C/B1OC(C)(C)C(C)(C)O1